N-[1-(azetidin-3-yl)-3-carbamoyl-pyrazol-4-yl]-2-[2-(2,2,2-trifluoroethylamino)-4-pyridyl]oxazole-4-carboxamide N1CC(C1)N1N=C(C(=C1)NC(=O)C=1N=C(OC1)C1=CC(=NC=C1)NCC(F)(F)F)C(N)=O